1-(3-(7-(3-hydroxynaphthalen-1-yl)imidazo[1,2-a]pyridin-2-yl)azetidin-1-yl)prop-2-en-1-one OC=1C=C(C2=CC=CC=C2C1)C1=CC=2N(C=C1)C=C(N2)C2CN(C2)C(C=C)=O